tert-Butyl 5-((3-(pyridin-3-ylmethyl)ureido)methyl)hexahydrocyclopenta[c]pyrrol-2(1H)-carboxylat N1=CC(=CC=C1)CNC(NCC1CC2C(CN(C2)C(=O)OC(C)(C)C)C1)=O